FC(C)(F)C1=CC=C(C=C1)B(O)O [4-(1,1-difluoroethyl)phenyl]boronic acid